ClC=1C=C(C=2C[C@H](CC2C1)NC=1N=CC2=C(N1)CN(C2=O)C2(CC(C2)(F)F)C)C#N (S)-6-chloro-2-((6-(3,3-difluoro-1-methylcyclobutyl)-5-oxo-6,7-dihydro-5H-pyrrolo[3,4-d]pyrimidin-2-yl)amino)-2,3-dihydro-1H-indene-4-carbonitrile